CC1=C(C(=CC=C1)C)C1=CC=C(C=C1)[C@H](CC(=O)[O-])NC(=O)NC=1C(N(C=CC1[O-])C)=O.[Na+].[Na+] sodium (S)-3-(2',6'-dimethylbiphenyl-4-yl)-3-(3-(1-methyl-4-oxido-2-oxo-1,2-dihydropyridin-3-yl)ureido)propanoate